carbamoyl-urea C(N)(=O)NC(=O)N